C1(=CC=CC=C1)[C@@H]1[C@H](C1)NC(=O)[C@@H]1CN(C[C@H]1C(=O)N[C@@H]1[C@H](C1)C1=CC=CC=C1)C(C1=CC=C(C=C1)[C@@H](C(F)(F)F)NC[C@@H](C(=O)NCCCCCC)NC(CCCCCC)=O)=O (3S,4S)-N3,N4-bis((1S,2R)-2-phenylcyclopropyl)-1-(4-((S)-2,2,2-trifluoro-1-(((S)-2-heptanamido-3-(hexylamino)-3-oxopropyl)amino)ethyl)benzoyl)pyrrolidine-3,4-dicarboxamide